OC1=CC=C(C=C1)CC1=C(C(=CC(=C1)CC)CC1=CC=C(C=C1)O)O 2,6-bis[(4-hydroxyphenyl)methyl]-4-ethylphenol